C(C1=CC=CC=C1)N1C(C(=CC(=C1)Br)C(F)(F)F)=O 1-benzyl-5-bromo-3-(trifluoromethyl)pyridin-2(1H)-one